chloro-7-fluoro-3-(1H-pyrazol-4-yl)-2-(5-(trifluoromethyl)-4H-1,2,4-triazol-3-yl)-1H-indole ClN1C(=C(C2=CC=CC(=C12)F)C=1C=NNC1)C1=NN=C(N1)C(F)(F)F